4-(2-chlorophenyl)-1-[[(2R)-2-hydroxypropyl]amino]-6-(trifluoromethyl)pyrido[1,2-c]pyrimidin-3-one ClC1=C(C=CC=C1)C1=C2N(C(=NC1=O)NC[C@@H](C)O)C=CC(=C2)C(F)(F)F